1-fluoro-N-((6S,7S)-6-((2-fluoro-[1,1'-biphenyl]-3-yl)methyl)-5-((R)-oxetane-2-carbonyl)-5-azaspiro[2.4]heptan-7-yl)cyclopropane-1-sulfonamide FC1(CC1)S(=O)(=O)N[C@@H]1[C@@H](N(CC12CC2)C(=O)[C@@H]2OCC2)CC=2C(=C(C=CC2)C2=CC=CC=C2)F